C(C)(C)(C)OC(=O)N1[C@@H](C[C@@H](C1)C1=C(C(=CC=C1OC)Cl)Cl)C(C=C)O (2S,4R)-4-(2,3-dichloro-6-methoxyphenyl)-2-(1-hydroxyprop-2-en-1-yl)pyrrolidine-1-carboxylic acid tert-butyl ester